1-(piperidin-4-ylmethyl)-4-(trifluoromethyl)piperidine N1CCC(CC1)CN1CCC(CC1)C(F)(F)F